FC=1C=NC=CC1N1C[C@H](N(CC1)C(=O)N[C@@H](C)C=1C=CC=C2C=CN(C12)C)C (R)-4-(3-fluoropyridin-4-yl)-2-methyl-N-((S)-1-(1-methyl-1H-indol-7-yl)ethyl)piperazine-1-carboxamide